1-(bromomethyl)-3-prop-2-ynoxy-benzene BrCC1=CC(=CC=C1)OCC#C